tert-butyl (1R,2R)-2-((S)-2,2-dimethyl-1,3-dioxolan-4-yl)cyclopropane-1-carboxylate CC1(OC[C@@H](O1)[C@H]1[C@@H](C1)C(=O)OC(C)(C)C)C